N,N-dihydroxyethyl-N'-phenyl-urea ON(C(=O)N(C1=CC=CC=C1)CC)O